4-amino-7-fluoro-1-methyl-N-(6-oxo-5-oxa-7-azaspiro[2.5]octan-7-yl)-N-((5-(trifluoromethyl)pyridin-2-yl)methyl)-1H-pyrazolo[4,3-c]quinoline-8-carboxamide NC1=NC=2C=C(C(=CC2C2=C1C=NN2C)C(=O)N(CC2=NC=C(C=C2)C(F)(F)F)N2C(OCC1(CC1)C2)=O)F